N1(C=NC=C1)CCCN(CCCCCCCC(=O)OC(CCCCCCCC)CCCCCCCC)CCCCCCCC(=O)OCCCCCCCCC heptadecan-9-yl 8-((3-(1H-imidazol-1-yl)propyl)(8-(nonyloxy)-8-oxooctyl)amino)octanoate